(2S)-2-[(2,2-difluoroethyl)amino]-4-(triisopropylsilyl)but-3-yn-1-ol oxylacetate OCC(=O)OC[C@H](C#C[Si](C(C)C)(C(C)C)C(C)C)NCC(F)F